4-butyl-3-(4-fluorophenyl)-5-methyl-N-(1-(4-(methylsulfonyl)phenyl)ethyl)-1-phenyl-4,5-dihydro-1H-pyrazole-5-carboxamide C(CCC)C1C(=NN(C1(C(=O)NC(C)C1=CC=C(C=C1)S(=O)(=O)C)C)C1=CC=CC=C1)C1=CC=C(C=C1)F